C(C)(C)(C)OC(=O)N1[C@H](CC[C@@H](C1)NC(COC1=CC(=C(C=C1)Cl)F)=O)C(NC1=CC2=C(OC(O2)(F)F)C=C1)=O (2r,5s)-5-[2-(4-chloro-3-fluorophenoxy)acetamido]-2-[(2,2-difluoro-2H-1,3-benzodioxol-5-yl)carbamoyl]piperidine-1-carboxylic acid tert-butyl ester